C(C)(C)(C)OC(=O)N[C@H]1[C@@H](C1)C(=O)OC(C)(C)C tert-butyl (1R,2R)-2-((tert-butoxycarbonyl)amino)cyclopropane-1-carboxylate